NCC1CCC(N1CC)=O 5-(aminomethyl)-1-ethylpyrrolidin-2-one